2-Chloro-3-(difluoro-methoxy)-pyrazine ClC1=NC=CN=C1OC(F)F